BrC=CBr 1,2-dibromoethene